ClC1=C(CNC2=NNC(=N2)CCC)C(=CC=C1)F 3-[(2-chloro-6-fluorobenzyl)amino]-5-propyl-[1,2,4]triazol